bromo-5-(difluoromethyl)-1,3,4-thiadiazole BrC=1SC(=NN1)C(F)F